N-((8-fluoro-1,2,3,5,6,7-hexahydro-s-indacen-4-yl)carbamoyl)-4-((((4-(hydroxymethyl)tetrahydro-2H-pyran-4-yl)methyl)(methyl)amino)methyl)-5-methylfuran-2-sulfonamide FC=1C=2CCCC2C(=C2CCCC12)NC(=O)NS(=O)(=O)C=1OC(=C(C1)CN(C)CC1(CCOCC1)CO)C